4,7-difluoro-N-methyl-1H-indole-2-carboxamide FC1=C2C=C(NC2=C(C=C1)F)C(=O)NC